C(CC(C(=O)[O-])CC(C(CC)=O)C(CC)=O)C(C(=O)[O-])CC(C(CC)=O)C(CC)=O ethane-1,2-diylbis(5-oxo-4-propionylheptanoate)